tert-Butyl ((1R,3S)-3-((2-amino-6-chloro-4-fluorophenyl)amino)cyclohexyl)carbamate NC1=C(C(=CC(=C1)F)Cl)N[C@@H]1C[C@@H](CCC1)NC(OC(C)(C)C)=O